The molecule is a hydroxamic acid obtained by formal condensation of the carboxy group of 3-[5-(4-chlorophenyl)-1-(4-methoxyphenyl)pyrazol-3-yl]propanoic acid with the amino group of N-methylhydroxylamine. It is used in veterinary medicine for the control of pain and inflammation caused by musculoskeletal disorders such as hip dysplasia and arthritis in dogs. It has a role as a non-steroidal anti-inflammatory drug, a non-narcotic analgesic, an antipyretic, an EC 1.14.99.1 (prostaglandin-endoperoxide synthase) inhibitor, an apoptosis inhibitor, a lipoxygenase inhibitor and an immunomodulator. It is a member of pyrazoles, an aromatic ether, a hydroxamic acid and a member of monochlorobenzenes. CN(C(=O)CCC1=NN(C(=C1)C2=CC=C(C=C2)Cl)C3=CC=C(C=C3)OC)O